NC1=CC(=C(C(=C1)Cl)C(C#N)C=1N=NC(=CC1)Cl)Cl 2-(4-Amino-2,6-dichlorophenyl)-2-(6-chloropyridazin-3-yl)acetonitrile